N1CC(C1)[C@@H]1CN(CCC1)C[C@@H]1OC(OC1)(C)C (3R)-3-(azetidin-3-yl)-1-{[(4S)-2,2-dimethyl-1,3-dioxolan-4-yl]methyl}piperidine